ClC1=C(C=CC=C1)CC(=O)NC1=CC(=C(C=C1)C=1C=NC(=NC1)OC1CCC1)S(N)(=O)=O 2-(2-chlorophenyl)-N-{4-[2-(cyclobutyloxy)pyrimidin-5-yl]-3-sulfamoylphenyl}acetamide